C(C)(C)N1CCP(CC1)=O 1-isopropyl-4-oxido-1,4-azaphosphinan